2,3,4,6-tetrakis(3,6-dimethyl-9H-carbazol-9-yl)-5-(6-methylpyridin-2-yl)benzonitrile CC=1C=CC=2N(C3=CC=C(C=C3C2C1)C)C1=C(C#N)C(=C(C(=C1N1C2=CC=C(C=C2C=2C=C(C=CC12)C)C)N1C2=CC=C(C=C2C=2C=C(C=CC12)C)C)C1=NC(=CC=C1)C)N1C2=CC=C(C=C2C=2C=C(C=CC12)C)C